(S)-1'-(6-amino-5-((2-amino-3-chloropyridin-4-yl)thio)pyrazin-2-yl)-6-(methylthio)-1,3-dihydro-spiro[indene-2,4'-piperidin]-1-amine NC1=C(N=CC(=N1)N1CCC2(CC1)[C@@H](C1=CC(=CC=C1C2)SC)N)SC2=C(C(=NC=C2)N)Cl